O[C@@H](COC1=CC=C(C=C1)O)C (R)-4-(2-hydroxypropoxy)phenol